3,3-dicyclopropyl-N-[4-(3,5-dimethyl-1H-pyrazol-4-yl)-2-fluoro-phenyl]-2-[5-(2-isopropylpyrazol-3-yl)-4H-1,2,4-triazol-3-yl]propanamide C1(CC1)C(C(C(=O)NC1=C(C=C(C=C1)C=1C(=NNC1C)C)F)C1=NN=C(N1)C=1N(N=CC1)C(C)C)C1CC1